C(C1=CC=CC=C1)N1CC(NCC1)C1=CC=C(C=C1)CO (4-(4-benzylpiperazin-2-yl)phenyl)methanol